FC=1C(=NC=CC1)[C@H](C(=O)N1CC2=NN(C=C2C1)S(=O)(=O)C1=NC=C(C=C1)OC)O (2R)-2-(3-fluoropyridin-2-yl)-2-hydroxy-1-{2-[(5-methoxypyridin-2-yl)sulfonyl]-2H,4H,5H,6H-pyrrolo[3,4-c]pyrazol-5-yl}ethan-1-one